BrC1=C2C=CNC(C2=CC(=C1)C(=O)OC)=O methyl 5-bromo-1-oxo-1,2-dihydroisoquinoline-7-carboxylate